3,4-Dimethoxyamphetamine COC=1C=C(CC(N)C)C=CC1OC